(R)-N-(4,4-difluoro-1-(oxetan-3-yl)pyrrolidin-3-yl)-5-(1-(2-fluoroethyl)-1H-benzo[d][1,2,3]triazol-6-yl)-4-(methoxy-d3)pyrrolo[2,1-f][1,2,4]triazin-2-amine FC1([C@@H](CN(C1)C1COC1)NC1=NN2C(C(=N1)OC([2H])([2H])[2H])=C(C=C2)C=2C=CC1=C(N(N=N1)CCF)C2)F